C(C1CO1)OCCC[SiH2]C(OCC)OCC 3-(glycidoxy)propyl-(diethoxy)methylsilane